O[C@]1(C(N(CC1)C)=O)C1=CN=C(S1)C1=NC(=CC=C1)C1=NC(=NC=C1)NC1=NN(C=C1)C (R,S)-3-hydroxy-1-methyl-3-(2-(6-(2-((1-methyl-1H-pyrazol-3-yl)amino)pyrimidin-4-yl)pyridin-2-yl)thiazol-5-yl)pyrrolidin-2-one